C(C)(=O)OC1=CC=C(CONC(CCC(CC=2C=C(C(=O)OC(C)(C)C)C=CC2)C(=O)OC(C)(C)C)=O)C=C1 tert-Butyl 3-(5-(((4-acetoxybenzyl)oxy)amino)-2-(tert-butoxycarbonyl)-5-oxopentyl)benzoate